6-AZAINDOLE-3-CARBOXALDEHYDE N1C=C(C2=CC=NC=C12)C=O